C1OCC12CN(C2)C2=CC=C(C=N2)C=2C=NC=1CCN(CC1C2)C2=C(C(=C(N=N2)C#N)C)C 6-(3-(6-(2-oxa-6-azaspiro[3.3]heptan-6-yl)pyridin-3-yl)-7,8-dihydro-1,6-naphthyridin-6(5H)-yl)-4,5-dimethylpyridazine-3-carbonitrile